4-isopropylamino-benzaldehyde C(C)(C)NC1=CC=C(C=O)C=C1